N-methyl-5-[methyl-((3R)-pyrrolidin-3-yl)amino]pyridine-2-carboxamide HCl salt Cl.CNC(=O)C1=NC=C(C=C1)N([C@H]1CNCC1)C